COC1=CC=C(CN2C(C(CC2)(C(=O)O)C=C)=O)C=C1 1-(4-methoxybenzyl)-2-oxo-3-vinylpyrrolidine-3-carboxylic acid